(trifluoromethyl)morpholine-4-carboxamide FC(F)(F)C1N(CCOC1)C(=O)N